N=1N(N=CC1)C1=CC=C(N=N1)CN1C(C(N(CC1)C1CCCC1)=O)=O 1-((6-(2H-1,2,3-triazol-2-yl)pyridazin-3-yl)methyl)-4-cyclopentylpiperazine-2,3-dione